CCC(CC)N1N=CC(=C1)C=1C=2N(C=C(N1)C=1C=NN(C1)C[C@@H](CC)O)N=CC2 (R)-1-(4-(4-(1-(pentan-3-yl)-1H-pyrazol-4-yl)pyrazolo[1,5-a]pyrazin-6-yl)-1H-pyrazol-1-yl)butan-2-ol